6-(dibutylamino)-1,8-diazabicyclo[5.4.0]undecene C(CCC)N(C1CCC=CN2CCCNC12)CCCC